1-(4-(2-aminoethyl)piperidin-1-yl)ethanone trifluoroacetate salt FC(C(=O)O)(F)F.NCCC1CCN(CC1)C(C)=O